1-((2R,4S)-4-(4-amino-3-iodo-1H-pyrazolo[4,3-c]pyridin-1-yl)-2-(methoxymethyl)pyrrolidin-1-yl)prop-2-en-1-one NC1=NC=CC2=C1C(=NN2[C@H]2C[C@@H](N(C2)C(C=C)=O)COC)I